3-(3,4-dichlorophenyl)-3-oxo-propionic acid ethyl ester C(C)OC(CC(=O)C1=CC(=C(C=C1)Cl)Cl)=O